FC1=CC=C(C=C1)C(=C1CCN(CC1)CCC=1N=NN(C1)S(=O)(=O)C1=CC2=C(OC(O2)(F)F)C=C1)C1=CC=C(C=C1)F 4-(Bis(4-fluorophenyl)methylene)-1-(2-(1-((2,2-difluorobenzo[d][1,3]dioxol-5-yl)sulfonyl)1H-1,2,3-triazol-4-yl)ethyl)piperidine